Cl.NC/C(/CN1N=CN(C1=O)CC1=CC=C(S1)N1C(CCC2=CC=CC=C12)=O)=C\F [5-(1-[(2E)-2-(aminomethyl)-3-fluoroprop-2-en-1-yl]-5-oxo-1,5-dihydro-4H-1,2,4-triazol-4-ylmethyl)thiophen-2-yl]-3,4-dihydroquinolin-2(1H)-one hydrochloride